N-[6-(5-chloro-1,3-benzoxazol-2-yl)spiro[3.3]heptane-2-yl]-5-sulfamoyl-furan-2-carboxamide ClC=1C=CC2=C(N=C(O2)C2CC3(CC(C3)NC(=O)C=3OC(=CC3)S(N)(=O)=O)C2)C1